C(C)S(=O)(=O)C=1C=C2C(=CNC2=CC1)CCNC(C)=O N-(2-(5-(ethylsulfonyl)-1H-indol-3-yl)ethyl)acetamide